OC=1C(=CC2=CC=CC=C2C1)C(=O)NC1=CC=C(C=C1)S(=O)(=O)O 3-hydroxy-N-(4'-sulfophenyl)-2-naphthamide